4-(2,2-Dimethyl-2H-1,3-benzodioxol-5-yl)piperidine CC1(OC2=C(O1)C=CC(=C2)C2CCNCC2)C